2-[6-[(4aS,8aR)-6-methyl-3,4a,5,7,8,8a-hexahydro-2H-pyrido[4,3-b][1,4]oxazin-4-yl]-4-ethyl-pyridazin-3-yl]-5-(trifluoromethyl)phenol CN1C[C@H]2[C@H](OCCN2C2=CC(=C(N=N2)C2=C(C=C(C=C2)C(F)(F)F)O)CC)CC1